NC1=CC=C(C=N1)N1[C@H](CN(CC1)C(=O)OC(C)(C)C)CC (S)-tert-Butyl 4-(6-Aminopyridin-3-yl)-3-ethylpiperazine-1-carboxylate